CC(CC(O)O)(CC)C 3,3-dimethylpent-anediol